N-[[6-[[1-(5-bromo-2-pyridyl)-3-[(3S)-5,5-dimethylpyrrolidin-3-yl]propyl]amino]-2-pyridyl]sulfonyl]-6-tert-butyl-2-fluoro-pyridine-3-carboxamide BrC=1C=CC(=NC1)C(CC[C@@H]1CNC(C1)(C)C)NC1=CC=CC(=N1)S(=O)(=O)NC(=O)C=1C(=NC(=CC1)C(C)(C)C)F